3-(4-chlorophenyl)-2-cyclohexyl-3-oxopropanenitrile ClC1=CC=C(C=C1)C(C(C#N)C1CCCCC1)=O